O=C1CCN(C2(CC2)C1)C(=O)OC(C)(C)C tert-butyl 7-oxo-4-azaspiro[2.5]octane-4-carboxylate